C(CCCCCCCCC)SC1=CC=C(C=C1)C(\C=C\C1=CC(=CC=C1)O)=O (E)-1-(4-Decylsulfanylphenyl)-3-(3-hydroxyphenyl)prop-2-en-1-one